C(C)CCC(=O)O 3-ethylpropionic acid